C(CC)N(C(CCCC)=O)CCC N,N-dipropylpentanamide